6-(1-((5-(5-(Difluoromethyl)-1,3,4-oxadiazol-2-yl)thiophen-2-yl)methyl)-1H-1,2,3-triazol-4-yl)-4,5,6,7-tetrahydrobenzo[d]thiazol-2-amine FC(C1=NN=C(O1)C1=CC=C(S1)CN1N=NC(=C1)C1CC2=C(N=C(S2)N)CC1)F